1,4-dibutylpiperidinium fluoride [F-].C(CCC)[NH+]1CCC(CC1)CCCC